(1r,2S,5S)-N-{(1S)-1-cyano-2-[(3S)-2-oxopyrrolidin-3-yl]ethyl}-3-[3,5-difluoro-N-(trifluoroacetyl)-L-phenylalanyl]-6,6-dimethyl-3-azabicyclo[3.1.0]hexane-2-carboxamide C(#N)[C@H](C[C@H]1C(NCC1)=O)NC(=O)[C@@H]1[C@H]2C([C@H]2CN1C([C@@H](NC(C(F)(F)F)=O)CC1=CC(=CC(=C1)F)F)=O)(C)C